O1CCC(CC1)CN1CC2(CN(C2)C(=O)OC(C)(C)C)C1 tert-butyl 6-(tetrahydropyran-4-ylmethyl)-2,6-diazaspiro[3.3]heptane-2-carboxylate